OCC1CCC(CC1)N1CC(N(CC1)CCCCCC1=CC2=C(N(C(N2C)=O)C2C(NC(CC2)=O)=O)C=C1)=O 3-[5-[5-[4-[4-(hydroxymethyl)cyclohexyl]-2-oxo-piperazin-1-yl]pentyl]-3-methyl-2-oxo-benzimidazol-1-yl]piperidine-2,6-dione